NC=1OC(CN1)C 2-amino-5-methyl-4,5-dihydro-1,3-oxazol